F[B-](F)(F)F.C(C(=C)C)(=O)OCC[N+](C)(C)C methacryloyloxyethyl-trimethyl-ammonium tetrafluoroborate